o-Dibromobenzol BrC1=C(C=CC=C1)Br